FC1=C(CC#N)C=CC(=C1)OC 2-fluoro-4-methoxybenzyl cyanide